O=C1CC[C@H](N2C=CC=C12)C(=O)NC=1SC(=CN1)C1=CC=C(C=C1)OC(F)(F)F (5S)-8-oxo-N-[5-[4-(trifluoromethoxy)phenyl]thiazol-2-yl]-6,7-dihydro-5H-indolizine-5-carboxamide